N-(tert-butoxycarbonyl)glycine ethyl ester C(C)OC(CNC(=O)OC(C)(C)C)=O